1-(5-(3,6-diazabicyclo[3.1.1]heptan-3-yl)-1-oxoisoindolin-2-yl)dihydropyrimidine-2,4(1h,3h)-dione C12CN(CC(N1)C2)C=2C=C1CN(C(C1=CC2)=O)N2C(NC(CC2)=O)=O